C(CCC(=O)NCCC(=O)O[C@@H]1O[C@H]2[C@@]34[C@H]([C@@H](CC[C@H]3[C@H]1C)C)CC[C@@](OO4)(O2)C)(=O)NCCC(=O)O[C@@H]2O[C@H]4[C@@]13[C@H]([C@@H](CC[C@H]1[C@H]2C)C)CC[C@@](OO3)(O4)C Bis((3R,5aS,6R,8aS,9R,10S,12R,12aR)-3,6,9-trimethyldecahydro-12H-3,12-epoxy[1,2]dioxepino[4,3-i]Isochromen-10-yl) 3,3'-(succinylbis(azanediyl))dipropionate